Dibenzyl [3-(2-(dimethylamino)ethyl)-1H-indol-4-yl] phosphate P(=O)(OCC1=CC=CC=C1)(OCC1=CC=CC=C1)OC1=C2C(=CNC2=CC=C1)CCN(C)C